N1N=CC=C1OS(=O)(=O)CCC Pyrazol-5-ylpropane-1-sulfonate